4-[2-(2,6-difluorophenyl)-4-pyridyl]-7-[[5-(4-methylpiperazin-1-yl)-2-pyridyl]amino]isoindolin-1-one FC1=C(C(=CC=C1)F)C1=NC=CC(=C1)C1=C2CNC(C2=C(C=C1)NC1=NC=C(C=C1)N1CCN(CC1)C)=O